(+/-)-trans-tert-Butyl 4-[4-(2-Fluoroethoxy)phenyl]-3-{[(3-oxoisoindolin-5-yl)oxy]methyl}piperidine-1-carboxylate FCCOC1=CC=C(C=C1)[C@H]1[C@@H](CN(CC1)C(=O)OC(C)(C)C)COC=1C=C2C(NCC2=CC1)=O |r|